OCCOC1=CC=C(C=C1)CC(C)(O)C(=O)C(C)(CC1=CC=C(C=C1)OCCO)O 4-(2-hydroxy-ethoxy)phenyl-2-hydroxy-2-propylketone